CS(=O)(=O)C=1C=CC=C2C(=CNC12)C1=NC(=NC=C1C(F)(F)F)N[C@H]1C[C@H](CNC1)NC(CC)=O N-[(3R,5S)-5-[[4-(7-methylsulfonyl-1H-indol-3-yl)-5-(trifluoromethyl)pyrimidin-2-yl]amino]-3-piperidyl]propanamide